BrC=CCCCC Bromohexen